C1(C(C=CC=C1)C)(C)S(=O)(=O)O.C1(=CC=CC=C1)CCCC(=O)NC=1C=C2C=3CC(CCC3NC2=CC1)N(CCC)CCC 6-(4-phenylbutanoyl)amino-3-(dipropyl)amino-1,2,3,4-tetrahydro-9H-carbazole xylenesulfonate